azetidin-3-ylmethyl 4-[[4-[[2-(6-methyl-2-pyridyl)pyrimidin-4-yl]amino]pyrimidin-2-yl]amino]thiophene-2-carboxylate CC1=CC=CC(=N1)C1=NC=CC(=N1)NC1=NC(=NC=C1)NC=1C=C(SC1)C(=O)OCC1CNC1